4,4-dimethyl-2,2'-dihydroxybiphenyl CC1(CC(=C(C=C1)C1=C(C=CC=C1)O)O)C